(3-fluoro-3,4-dihydro-2H-pyrrol-5-yl)-1,3-dimethyl-1H-pyrazole FC1CN=C(C1)C=1C(=NN(C1)C)C